8-Bromo-6-fluoro-4-hydroxy-chromene-2-thione BrC=1C=C(C=C2C(=CC(OC12)=S)O)F